1-{[(2s,3s,4s)-3-ethyl-4-fluoro-5-oxopyrrolidin-2-yl]methoxy}-4-fluoro-7-methoxyisoquinoline-6-carboxamide C(C)[C@H]1[C@H](NC([C@H]1F)=O)COC1=NC=C(C2=CC(=C(C=C12)OC)C(=O)N)F